2-[4''-(9-phenyl-9H-carbazol-3-yl)-1,1':3',1''-terphenyl-3-yl]dibenzo[f,h]quinoxaline C1(=CC=CC=C1)N1C2=CC=CC=C2C=2C=C(C=CC12)C1=CC=C(C=C1)C=1C=C(C=CC1)C1=CC(=CC=C1)C1=NC2=C3C(=C4C(=C2N=C1)C=CC=C4)C=CC=C3